COC=1C=C(C=CC1)[C@H](C)NC(=O)C=1C=C2C(=C(N(C2=CC1)CC1=CC=C(C=C1)C=1C(=CC=CC1)C(=O)OC(C)(C)C)C)C (S)-tert-Butyl 4'-((5-(1-(3-methoxyphenyl)ethylcarbamoyl)-2,3-dimethyl-1H-indol-1-yl)methyl)biphenyl-2-carboxylate